FC(C(=O)NCC(C1=CC=CC=C1)NC)(F)F 2,2,2-trifluoro-N-[2-(methylamino)-2-phenylethyl]acetamide